4-bromo-2-(3-((tert-butoxycarbonyl)amino)prop-1-yn-1-yl)-6-methylbenzoic acid methyl ester COC(C1=C(C=C(C=C1C)Br)C#CCNC(=O)OC(C)(C)C)=O